C1=CC=C2C(=C1)C=C=N2 dehydroindole